(4-(4-(tertbutoxycarbonyl)piperazin-1-yl)phenyl)boronic acid C(C)(C)(C)OC(=O)N1CCN(CC1)C1=CC=C(C=C1)B(O)O